ClC=1C=NN2C1N=C(N=C2N[C@@H]2C[C@@H](CC2)N)C2=C(C=CC=C2F)F (1s,3r)-N1-(8-chloro-2-(2,6-difluorophenyl)pyrazolo[1,5-a][1,3,5]triazin-4-yl)cyclopentane-1,3-diamine